NC=1C=CC(=C2CN(C(C12)=O)CC(C(=O)N)=C)C=1C=C2C(=NNC2=CC1)C=1SC=CN1 2-({7-amino-1-oxo-4-[3-(1,3-thiazol-2-yl)-1H-indazol-5-yl]-2,3-dihydro-1H-isoindol-2-yl}methyl)prop-2-enamide